4-(azetidin-3-yl)-2-(4-(trifluoromethyl)phenyl)quinazoline N1CC(C1)C1=NC(=NC2=CC=CC=C12)C1=CC=C(C=C1)C(F)(F)F